C(C)(=O)N[C@H](COCC1=CC=CC=C1)C(=O)N1CCN(CC1)C(=O)C1=CC2=CC=C(C=C2C=C1)O 4-(N-acetyl-O-benzyl-D-serinyl)-1-(6-hydroxy-β-naphthoyl)piperazine